ClC=1C=C(NC=2C(=NC(=C(N2)NC)C=2C3=C(C=NC2)N(C=N3)C)C(=O)N)C=CC1N1CCOCC1 3-(3-Chloro-4-morpholino-anilino)-5-(methylamino)-6-(3-methylimidazo[4,5-c]pyridin-7-yl)pyrazin-2-carboxamid